12-Ethyl-8-(2-(3-fluoropyridin-2-yl)ethyl)-4-oxa-8,12-diazadispiro[2.1.5.3]tridecan C(C)N1CC2(OC3(CC3)C1)CCN(CC2)CCC2=NC=CC=C2F